tert-butyl (2-(cyclobutylamino)ethyl)carbamate C1(CCC1)NCCNC(OC(C)(C)C)=O